P(=O)(O)(O)O.N1(N=CN=C1)C1=CC=C(C=N1)NC1=NC=NC2=CC(=CC=C12)Cl N-(6-(1H-1,2,4-triazol-1-yl)pyridin-3-yl)-7-chloroquinazolin-4-amine phosphate